ClC=1C=C2C[C@@H](COC2=CC1)C(=O)C1=CN(C2=CC(=CC=C12)C=1C=NNC1F)C[C@@H](C)N(C)C ((S)-6-chlorochroman-3-yl)(1-((R)-2-(dimethylamino)propyl)-6-(5-fluoro-1H-pyrazol-4-yl)-1H-indol-3-yl)methanone